CN1C(=CC=C1)C12CNCC2C1CO (1-(1-Methyl-1H-pyrrol-2-yl)-3-azabicyclo[3.1.0]hex-6-yl)methanol